tert-butyl 4-[2-chloro-4-[3-[3-[[ethyl(methyl) sulfamoyl] amino]-2,6-difluoro-benzoyl]-1H-pyrrolo[2,3-b]pyridin-5-yl]phenyl]piperazine-1-carboxylate ClC1=C(C=CC(=C1)C=1C=C2C(=NC1)NC=C2C(C2=C(C(=CC=C2F)NS(N(C)CC)(=O)=O)F)=O)N2CCN(CC2)C(=O)OC(C)(C)C